ClC=1C(=C(C=CC1OC)C1=CN=C(N1C)C(=O)NC1=CC(=C(C=C1)C(=O)N1CCNCC1)Cl)F 5-(3-chloro-2-fluoro-4-methoxy-phenyl)-N-[3-chloro-4-(piperazine-1-carbonyl)phenyl]-1-methyl-imidazole-2-carboxamide